4-(6-chloro-1-methyl-1H-benzo[d]imidazol-4-yl)-6-methylpyridine-3-carboxylic acid ClC=1C=C(C2=C(N(C=N2)C)C1)C1=C(C=NC(=C1)C)C(=O)O